2-(4-((4-(4-ethoxyphenyl)-5-oxo-4,5-dihydro-1H-1,2,4-triazol-1-yl)methyl)-2-methylphenoxy)-2-methylpropanoic acid C(C)OC1=CC=C(C=C1)N1C=NN(C1=O)CC1=CC(=C(OC(C(=O)O)(C)C)C=C1)C